2-(3-(cis-4-morpholinocyclohexyl)-1H-pyrrolo[2,3-c]pyridin-1-yl)benzamide O1CCN(CC1)[C@H]1CC[C@H](CC1)C1=CN(C2=CN=CC=C21)C2=C(C(=O)N)C=CC=C2